chloro-4-fluoro-2-methoxy-benzenesulfonyl chloride ClC=1C(=C(C=CC1F)S(=O)(=O)Cl)OC